coumarin-3-acetic acid O1C(=O)C(=CC2=CC=CC=C12)CC(=O)O